sodium dodecyl sulfate sodium carbonate C([O-])([O-])=O.[Na+].S(=O)(=O)(OCCCCCCCCCCCC)O.[Na+]